BrCC(=O)C1=CC=CC=C1 bromophenyl-1-ethanone